NC1=C(C=NN1CF)S(=O)(=O)NC=1C=CC(=C2C(=CNC12)C#N)F 5-amino-N-(3-cyano-4-fluoro-1H-indol-7-yl)-1-(fluoromethyl)pyrazole-4-sulfonamide